tert-Butyl 3-((dimethylamino)methyl)-2-oxo-4-(trifluoromethyl)pyrrolidine-1-carboxylate CN(C)CC1C(N(CC1C(F)(F)F)C(=O)OC(C)(C)C)=O